2-(5-(2-cyclopropylphenyl)-3-hydroxy-2,3-dihydrospiro[indene-1,3'-pyrrolidine]-1'-carbonyl)-5-fluoropyridine-1-oxide C1(CC1)C1=C(C=CC=C1)C=1C=C2C(CC3(CN(CC3)C(=O)C3=[N+](C=C(C=C3)F)[O-])C2=CC1)O